O=C(CCC1CCC(N1)=O)N1C[C@H]2[C@H](C1)CN(C2)CC2=C(C=C(C=C2)C(F)(F)F)F |r| 5-[3-oxo-3-[rac-(3aS,6aS)-2-[[2-fluoro-4-(trifluoromethyl)phenyl]methyl]-1,3,3a,4,6,6a-hexahydropyrrolo[3,4-c]pyrrol-5-yl]propyl]pyrrolidin-2-one